NC1=C(C=C(C=C1)C1=CC(=C(C=C1)N)S(=O)(=O)O)S(=O)(=O)O 4,4'-diamino-3,3'-biphenyldisulfonic acid